C(C)O[Si](OCC)(OCC)C(CC)N (triethoxysilyl)propan-1-amine